F[C@H]1C[C@@H](N(C1)C(=O)OC(C)(C)C)C=O tert-Butyl (2R,4S)-4-fluoro-2-formylpyrrolidine-1-carboxylate